N-(5-(2-((4-methoxybenzyl)(methyl)amino)pyrido[2,3-d]pyrimidin-6-yl)-6-methylpyridin-3-yl)-3-(trifluoromethyl)benzamide COC1=CC=C(CN(C=2N=CC3=C(N2)N=CC(=C3)C=3C=C(C=NC3C)NC(C3=CC(=CC=C3)C(F)(F)F)=O)C)C=C1